C(=O)(O)CN1N=C(C=C1)C(=O)O carboxymethyl-1H-pyrazole-3-carboxylic acid